ClC=1C=C(C=CC1)C1N=C(C=2N(C1)C=CC2)C2=CC(=C(C(=C2)OC)OC)OC (3-chlorophenyl)-1-(3,4,5-trimethoxyphenyl)-3,4-dihydropyrrolo[1,2-a]pyrazine